NC=1C=CC2=C(N=CS2)C1 5-amino-benzo[D]thiazole